1-allyl-glycerol C(C=C)OCC(O)CO